3-(difluoromethoxy)cyclohexanol FC(OC1CC(CCC1)O)F